methyl 2-(1-(4-chlorobenzoyl)-5-methoxy-2-methyl-1H-indol-3-yl)acetate ClC1=CC=C(C(=O)N2C(=C(C3=CC(=CC=C23)OC)CC(=O)OC)C)C=C1